[C@H]12CCNCC[C@@H]2C1NC(C)=O N-((1R,7S,8r)-4-azabicyclo[5.1.0]oct-8-yl)acetamide